1-(2-(2,2-difluoroethoxy)-5-fluoropyridin-4-yl)-6-fluoro-3,3-dimethyl-N-(4-methyl-1,1-dioxidotetrahydro-2H-thiopyran-4-yl)-2-oxoindoline-5-carboxamide FC(COC1=NC=C(C(=C1)N1C(C(C2=CC(=C(C=C12)F)C(=O)NC1(CCS(CC1)(=O)=O)C)(C)C)=O)F)F